ethyl 4-[(3-hydroxyphenyl)amino]-8-methoxy-3-quinolinecarboxylate OC=1C=C(C=CC1)NC1=C(C=NC2=C(C=CC=C12)OC)C(=O)OCC